ammonium hydroxyethyl-hexahydroxypalladium OCCO[Pd](O)(O)(O)(O)O.[NH4+]